C(C)(C)(C)OC(C=C1CC2(C1)CCN(CC2)C(=O)OC(C)(C)C)=O tert-butyl 2-(2-(tert-butoxy)-2-oxoethylidene)-7-azaspiro[3.5]nonane-7-carboxylate